1-((3-bromophenyl)thio)-3-ethylpentan-3-amine BrC=1C=C(C=CC1)SCCC(CC)(N)CC